FC1=CC=C2C(=NC=NC2=C1)NCCCCCN1C(NC(C1=O)(C)C)=O 3-(5-((7-Fluoroquinazolin-4-yl)amino)pentyl)-5,5-dimethylimidazoline-2,4-dione